4-[5-(1-hydroxy-1-methyl-ethyl)-2-[2-methoxy-4-[3-(4-piperidylmethyl)azetidin-1-yl]phenoxy]phenyl]-6-methyl-1-(p-tolylsulfonyl)pyrrolo[2,3-c]pyridin-7-one OC(C)(C)C=1C=CC(=C(C1)C=1C2=C(C(N(C1)C)=O)N(C=C2)S(=O)(=O)C2=CC=C(C=C2)C)OC2=C(C=C(C=C2)N2CC(C2)CC2CCNCC2)OC